NC=1C=C(CNC(CC2=CC=3NC4=CC(=CC=C4C3C=C2)F)=O)C=CC1 N-(3-aminobenzyl)-2-(7-fluoro-9H-carbazol-2-yl)acetamide